FC1=CC=C(C=C1)C=1C=C2C(=C(C(N(C2=NC1)CCN1CCOCC1)=O)C(=O)NC1(CCC(CC1)C)C(=O)OC)O methyl (1s,4s)-1-(6-(4-fluorophenyl)-4-hydroxy-1-(2-morpholinoethyl)-2-oxo-1,2-dihydro-1,8-naphthyridine-3-carboxamido)-4-methylcyclohexane-1-carboxylate